C(CCCCCCC\C=C/CCCCCCCC)(=O)O.C(CCCCCCC\C=C/CCCCCCCC)(=O)O.NCCCN aminopropylamine dioleate